tert-butyl (S,E)-(4-(2-cyano-4-(2-(1-ethyl-3-(trifluoromethyl)-1H-pyrazol-4-yl)phenyl)-4,7-dihydrothieno[2,3-c]pyridin-6(5H)-yl)-4-oxobut-2-en-1-yl)(methyl)carbamate C(#N)C1=CC2=C(CN(C[C@H]2C2=C(C=CC=C2)C=2C(=NN(C2)CC)C(F)(F)F)C(/C=C/CN(C(OC(C)(C)C)=O)C)=O)S1